COC1=C(C=C(C(=C1)[N+](=O)[O-])OC)CCNCC1=C(C(=CC=C1)C)O 2-({[2-(2,5-dimethoxy-4-nitrophenyl)ethyl]amino}methyl)-6-methylphenol